N[N+](=O)[O-].N[N+](=O)[O-].[NH4+] Ammonium dinitramid